[biphenyl]-2-carboxamide C=1(C(=CC=CC1)C(=O)N)C1=CC=CC=C1